BrC=1C=NC=C(C1)N1C=NC=C1 3-bromo-5-(1H-imidazol-1-yl)pyridine